benzyl ((3-(3-iodo-1-(tetrahydro-2H-pyran-2-yl)-1H-pyrazolo[3,4-b]pyrazin-6-yl)-7-(pyridin-3-yl)-3-azabicyclo[4.1.0]heptan-7-yl)methyl)carbamate IC1=NN(C2=NC(=CN=C21)N2CC1C(C1CC2)(C=2C=NC=CC2)CNC(OCC2=CC=CC=C2)=O)C2OCCCC2